(S)-5-((2-amino-3-chloropyridin-4-yl)thio)-2-(1-amino-6-ethynyl-1,3-dihydrospiro[indene-2,4'-piperidin]-1'-yl)-3-methylpyrimidin-4(3H)-one NC1=NC=CC(=C1Cl)SC=1C(N(C(=NC1)N1CCC2(CC1)[C@@H](C1=CC(=CC=C1C2)C#C)N)C)=O